6,8-dihydro-5H-pyrido[3,4-d]pyrimidine N1=CN=CC2=C1CNCC2